2-(1-hexen-1-yl)-3-methyl-butanedioic acid C(=CCCCC)C(C(=O)O)C(C(=O)O)C